S1C(CN2[C@H]1CC2=O)C(=O)N penamamide